rac-tert-butyl N-{2-[(1R,2S)-2-[(tert-butoxycarbonyl)amino]cyclohexyl]-5-chlorofuro[3,2-b]pyridin-7-yl}-N-(thiophen-2-ylmethyl)carbamate C(C)(C)(C)OC(=O)N[C@@H]1[C@@H](CCCC1)C1=CC2=NC(=CC(=C2O1)N(C(OC(C)(C)C)=O)CC=1SC=CC1)Cl |r|